benzo[d]imidazole-2-carboxylate N1=C(NC2=C1C=CC=C2)C(=O)[O-]